BrC=1C=CN2N=C(N=CC21)N[C@@H]2[C@@H](CN(CC2)C(=O)OC(C)(C)C)F tert-butyl (3R,4S)-4-((5-bromopyrrolo[2,1-f][1,2,4]triazin-2-yl)amino)-3-fluoropiperidine-1-carboxylate